4-[3-[2,6-Dichloro-4-[4-(oxetan-3-yl)-1,4-diazepan-1-yl]benzoyl]-2,4-dihydro-1,3-benzoxazin-8-yl]-5-fluoro-2-morpholin-4-ylbenzoic acid ClC1=C(C(=O)N2COC3=C(C2)C=CC=C3C3=CC(=C(C(=O)O)C=C3F)N3CCOCC3)C(=CC(=C1)N1CCN(CCC1)C1COC1)Cl